CC1=C(C2=C(N=N1)SC1=C2N=CN=C1NC1CC(C1)(O)C1=CC=C(C=C1)F)C 3-[(3,4-dimethylpyrimidino[4',5':4,5]thieno[2,3-c]pyridazin-8-yl)amino]-1-(4-fluorophenyl)cyclobutanol